2-Methyl-7-(2-methyl-2-propanyl)-2-[(3E,7E)-4,8,12-trimethyl-3,7,11-tridecatrien-1-yl]-6-chromanol CC1(OC2=CC(=C(C=C2CC1)O)C(C)(C)C)CC\C=C(\CC\C=C(\CCC=C(C)C)/C)/C